7-[5-CHLORO-2-(2-CYCLOPROPYLETHOXY)PHENYL]-N-[(2,4-DIMETHOXYPHENYL)METHYL]CINNOLIN-4-AMINE ClC=1C=CC(=C(C1)C1=CC=C2C(=CN=NC2=C1)NCC1=C(C=C(C=C1)OC)OC)OCCC1CC1